4-(6-aminohexyl)benzoic acid NCCCCCCC1=CC=C(C(=O)O)C=C1